BrC1=C(C2=C(C3=NC=C(C=C3N2C(C2CCOCC2)C2=CC=CC=C2)C2=C(N=NN2C)C)S1)C 2-bromo-6-(1,4-dimethyl-1H-1,2,3-triazol-5-yl)-3-methyl-4-(phenyl-(tetrahydro-2H-pyran-4-yl)methyl)-4H-thieno[2',3':4,5]Pyrrolo[3,2-b]Pyridine